1,3-bis(carbazol-9-yl)benzobenzene C1=CC=CC=2C3=CC=CC=C3N(C12)C1=CC(=CC2=C1C=CC=C2)N2C1=CC=CC=C1C=1C=CC=CC21